[N+](=O)([O-])C=CC1CC=C1 4-nitrovinylcyclobutene